C(C1=CC=CC=C1)NC1=CC(=NC=N1)C1=CN(C2=NC=CC(=C21)OC2=CC=C1CCN(CC1=C2)C(=O)OC(C)(C)C)S(=O)(=O)C2=CC=C(C)C=C2 tert-Butyl 7-((3-(6-(benzylamino)pyrimidin-4-yl)-1-tosyl-1H-pyrrolo[2,3-b]-pyridin-4-yl)oxy)-3,4-dihydroisoquinoline-2(1H)-carboxylate